2-ethyl-2-(2-methylbutyl)imidazolidin-4-one C(C)C1(NCC(N1)=O)CC(CC)C